C(C)(C)(C)C1=NN(C(=C1)NC(=O)C1=CSC=2CN(CCC21)C(=O)C2=CN=C1N2C=CC=C1)C1=CC=CC=C1 N-(3-(tert-butyl)-1-phenyl-1H-pyrazol-5-yl)-6-(imidazo[1,2-a]pyridine-3-carbonyl)-4,5,6,7-tetrahydrothieno[2,3-c]pyridine-3-carboxamide